NC1=NN2C(C(=N1)C1=CC(=C(CNC(=O)C3=NOC(=N3)C(C)(C)C)C=C1)C)=CC=C2 N-(4-(2-aminopyrrolo[2,1-f][1,2,4]triazin-4-yl)-2-methylbenzyl)-5-(tert-butyl)-1,2,4-oxadiazole-3-carboxamide